tert-butyl (1R,3S,5S)-3-((6-(4-chloro-2-(methoxymethoxy)phenyl) pyridazin-3-yl)(methyl)amino)-1,5-dimethyl-8-azabicyclo[3.2.1]octane-8-carboxylate ClC1=CC(=C(C=C1)C1=CC=C(N=N1)N(C1C[C@]2(CC[C@@](C1)(N2C(=O)OC(C)(C)C)C)C)C)OCOC